BrCC1=CC(=C(C=C1)C=1N(C=C(N1)C(F)(F)F)C(C)C)OCCO[Si](C)(C)C(C)(C)C 2-(4-(bromomethyl)-2-(2-((tert-butyldimethylsilyl)oxy)ethoxy)phenyl)-1-isopropyl-4-(trifluoromethyl)-1H-imidazole